C(C)(=O)C=1C2=C(C(=NC1)N)C(=NN2[C@@H]2CN(CC2)C(C=C)=O)C#CC2=CC1=C(N(C=N1)C1CC1)C=C2Cl (S)-1-(3-(7-acetyl-4-amino-3-((6-chloro-1-cyclopropyl-1H-benzo[d]imidazol-5-yl)ethynyl)-1H-pyrazolo[4,3-c]pyridin-1-yl)pyrrolidin-1-yl)prop-2-en-1-one